2-methyl-N-(2,2,2-trifluoroethyl)piperidine CC1N(CCCC1)CC(F)(F)F